C(C)(C)(C)OC(=O)NC(/C=C/C(=O)OCC)C1=CC=CC=C1 ethyl (E)-4-((tert-butoxycarbonyl)amino)-4-phenylbut-2-enoate